(Z)-1-(4-amino-2-fluorobut-2-en-1-yl)-4-(1-methyl-1H-pyrazol-5-yl)-1H-benzo[d][1,2,3]triazol-6-carbonitrile Hydrochloride Cl.NC\C=C(\CN1N=NC2=C1C=C(C=C2C2=CC=NN2C)C#N)/F